FC(OC=1C=C(C=CC1)C1=CC(=C(O1)C(F)(F)F)C(=O)O)(F)F 5-(3-(trifluoromethoxy)phenyl)-2-(trifluoromethyl)furan-3-carboxylic acid